4,4-bis(3'-aminophenoxy)biphenyl NC=1C=C(OC2(CC=C(C=C2)C2=CC=CC=C2)OC2=CC(=CC=C2)N)C=CC1